ClC1=C(N=C(C(=N1)C(=O)N)NC1=CC2=C(CS(C2)(=O)=O)C=C1)NC 6-chloro-3-((2,2-dioxido-1,3-dihydrobenzo[c]thiophen-5-yl)amino)-5-(methylamino)pyrazine-2-carboxamide